C(C)(C)(C)OOC(C)CCC(C)OOC(C)(C)C 2,5-di(tertbutylperoxy)hexane